C(C)(C)(C)OC(=O)N1CCC2(CC1)CCC(CC2)N2C(C(=C(C=C2)C(=O)O)CO)=O 1-(3-(tert-butoxycarbonyl)-3-azaspiro[5.5]undecan-9-yl)-3-(hydroxymethyl)-2-oxo-1,2-dihydropyridine-4-carboxylic acid